ClC=1C(=C2C(=NC1)OCO2)OCC=2C=CC=C1CN(C(C21)=O)[C@H](C(C)(C)O)C2CC2 (S)-7-(((6-chloro-[1,3]dioxolo[4,5-b]pyridin-7-yl)oxy)methyl)-2-(1-cyclopropyl-2-hydroxy-2-methylpropyl)isoindolin-1-one